6-bromo-7-chloro-2,3-dihydro-1H-benzo[d]pyrrolo[1,2-a]imidazole BrC=1C(=CC2=C(N=C3N2CCC3)C1)Cl